N-[[4,5-dichloro-2-(prop-2-en-1-yloxy)phenyl][1-(oxan-4-yl)piperidin-4-yl]methyl]-2-methylpropane-2-sulfinamide ClC1=CC(=C(C=C1Cl)C(NS(=O)C(C)(C)C)C1CCN(CC1)C1CCOCC1)OCC=C